9-(methylaminomethyl)-anthracene CNCC=1C2=CC=CC=C2C=C2C=CC=CC12